C(CCCCCCCCCC#C\C=C/CC)CC(=O)O.COC=1C(=C(C=CC1)[N+](=O)[O-])OC dimethoxynitrobenzene (Z)-hexadec-13-en-11-yn-1-yl-acetate